ClC=1C2=CN(N=C2C=CC1SC=1N=CC(=NC1)N1CCC(CC1)C)C 1-(5-((4-chloro-2-methyl-2H-indazol-5-yl)thio)pyrazin-2-yl)-4-methylpiperidin